4,4'-(cyclohexylmethylene)bis(2-(trifluoromethyl)aniline) C1(CCCCC1)C(C1=CC(=C(N)C=C1)C(F)(F)F)C1=CC(=C(N)C=C1)C(F)(F)F